N-(4-chlorobenzyl)-5-(4-phenyl-1,2,3-thiadiazole-5-carboxamido)-1,2,3-thiadiazole-4-carboxamide ClC1=CC=C(CNC(=O)C=2N=NSC2NC(=O)C2=C(N=NS2)C2=CC=CC=C2)C=C1